3-(3-((ethylthiocarbamoyl)oxy)azetidin-1-yl)-2-(1H-pyrrol-1-yl)benzoic acid C(C)NC(=S)OC1CN(C1)C=1C(=C(C(=O)O)C=CC1)N1C=CC=C1